N-(4-Carbamoyl-4-piperidyl)-3-(2-chloro-6-methyl-4-pyridyl)-2-(3-cyanophenyl)pyrazolo[1,5-a]pyrimidine-5-carboxamide C(N)(=O)C1(CCNCC1)NC(=O)C1=NC=2N(C=C1)N=C(C2C2=CC(=NC(=C2)C)Cl)C2=CC(=CC=C2)C#N